1-(aminomethyl)-N-methyl-N-(2-oxo-2-((6-(trifluoromethoxy)benzo[d]thiazol-2-yl)amino)ethyl)cyclohexane-1-carboxamide NCC1(CCCCC1)C(=O)N(CC(NC=1SC2=C(N1)C=CC(=C2)OC(F)(F)F)=O)C